3-bromo-2-methyl-6-(1-methyl-5-(((3-propylpyridin-2-yl)oxy)methyl)-1H-1,2,3-triazol-4-yl)pyridine BrC=1C(=NC(=CC1)C=1N=NN(C1COC1=NC=CC=C1CCC)C)C